C1(CC1)N1N=CC(=C1)C1OC(CN(C1)C1=NC2=NC(=C(N=C2C(=N1)C1=C(C=C(C=C1)F)F)C)C)CO [6-(1-cyclopropylpyrazol-4-yl)-4-[4-(2,4-difluorophenyl)-6,7-dimethyl-pteridin-2-yl]morpholin-2-yl]methanol